4-amino-N,N-dimethyl-1-(3-pyrimidin-5-yl-1H-pyrrolo[2,3-b]pyridin-4-yl)piperidine-4-carboxamide NC1(CCN(CC1)C1=C2C(=NC=C1)NC=C2C=2C=NC=NC2)C(=O)N(C)C